CN(C1=CC=C(C=C1)C=1C=CC=2C(N(C(C3=CC=C(C1C23)C2=CC=C(C=C2)N(C)C)=O)CC(CCCC)CC)=O)C 6,7-bis(4-(dimethylamino)phenyl)-2-(2-ethylhexyl)-1H-benzo[de]isoquinoline-1,3(2H)-dione